triazine azide [N-]=[N+]=[N-].N1=NN=CC=C1